FC=1C=C2C(=NN(C2=C(C1)C)C=1C=CC(=NC1)N1CCN(CC1)C=O)C=1C2=CN(N=C2C=CC1)C 4-(5-(5-Fluoro-2',7-dimethyl-1H,2'H-[3,4'-biindazol]-1-yl)pyridin-2-yl)piperazine-1-carbaldehyde